4-(3-bromo-6-chloropyridin-2-yl)tetrahydro-2H-pyran-4-carboxamide BrC=1C(=NC(=CC1)Cl)C1(CCOCC1)C(=O)N